CN1C=NC2=C1C=CC=C2C2=C(N=C(C(=N2)C(=O)N)NC2=CC=C(C=C2)N2CCOCC2)NC2=NC=CC=C2 6-(1-Methylbenzimidazol-4-yl)-3-(4-morpholinoanilino)-5-(2-pyridylamino)pyrazine-2-carboxamide